CSC=1N=CC2=C(N1)N=C(C=C2C#C[Si](C(C)C)(C(C)C)C(C)C)NC(=O)NC2(CCCC2)C(F)(F)F 1-(2-(methylthio)-5-((triisopropylsilyl)ethynyl)pyrido[2,3-d]pyrimidin-7-yl)-3-(1-(trifluoromethyl)cyclopentyl)urea